C(C)(C)(C)OC(=O)N1CC=C(CC1)C=1N=C2N(C(C1)=O)C=C(C=C2)C2=CC(=C(C=C2)OC)F 4-(7-(3-fluoro-4-methoxyphenyl)-4-oxo-4H-pyrido[1,2-a]pyrimidin-2-yl)-5,6-dihydropyridine-1(2H)-carboxylic acid tert-butyl ester